N-(2-amino-5-(thiophen-2-yl)phenyl)-7-(4-(4-(((2R,3R,4S,5S,6R)-3,4,5-trihydroxy-6-(hydroxymethyl)tetrahydro-2H-pyran-2-yl)oxy)phenyl)-1H-1,2,3-triazol-1-yl)heptanamide NC1=C(C=C(C=C1)C=1SC=CC1)NC(CCCCCCN1N=NC(=C1)C1=CC=C(C=C1)O[C@H]1O[C@@H]([C@H]([C@@H]([C@H]1O)O)O)CO)=O